(R)-1-(3-(2-fluorophenyl)-2-methylquinolin-6-yl)-3-(2-hydroxybutyl)urea FC1=C(C=CC=C1)C=1C(=NC2=CC=C(C=C2C1)NC(=O)NC[C@@H](CC)O)C